(triethoxysilyl)-4-(trifluoromethyl)benzenesulfonamide C(C)O[Si](OCC)(OCC)C1=C(C=CC(=C1)C(F)(F)F)S(=O)(=O)N